(pentachloropyridin-2-yl)-(6-(methyl-(7H-pyrrolo[2,3-d]pyrimidin-4-yl)amino)-2-azaspiro[3.3]heptan-2-yl) methyl ketone CC(=O)N1C(C2(C1)CC(C2)N(C=2C1=C(N=CN2)NC=C1)C)C1(N(C=CC(C1(Cl)Cl)Cl)Cl)Cl